FC1=CC=C2C=C(C=NC2=C1F)C=1SC(CC(N1)CC=1C=NC=CC1)(C)C 2-(7,8-difluoro-3-quinolyl)-6,6-dimethyl-4-(3-pyridylmethyl)-4,5-dihydro-1,3-thiazine